Cl.FC=1C=C2CC[C@@H](C2=CC1F)N (S)-5,6-difluoro-2,3-dihydro-1H-indene-1-amine hydrochloride